ClC=1C=CC2=C(NC(=N2)C(=O)N2C(C=3C=CC=NC3CC2)C)C1C (6-Chloro-7-methyl-1H-benzo[d]imidazol-2-yl)(5-methyl-7,8-dihydro-1,6-naphthyridin-6(5H)-yl)methanone